ClC1=CC(=C(C=C1)C=1C2=C(N=C(N1)N1C[C@@H](O[C@@H](C1)C)C=1C=NN(C1)C1CC1)N=C(S2)SC)F (2S,6R)-4-[7-(4-chloro-2-fluoro-phenyl)-2-methylsulfanyl-thiazolo[4,5-d]pyrimidin-5-yl]-2-(1-cyclopropylpyrazol-4-yl)-6-methyl-morpholine